C(C)(C)(C)C=1C=CC(=C(C1)C1=CC=CC=C1)NC1=CC=2CCCCC2C=C1 N-(5-(tert-butyl)-[1,1'-biphenyl]-2-yl)-5,6,7,8-tetrahydronaphthalen-2-amine